5-((4-(4-(trifluoromethyl)piperidin-1-yl)phenyl)amino)benzo[d]oxazol-2(3H)-one FC(C1CCN(CC1)C1=CC=C(C=C1)NC=1C=CC2=C(NC(O2)=O)C1)(F)F